NC=1C(=C(C(=O)OC)C=CC1N)OC methyl 3,4-diamino-2-methoxybenzoate